methyl 1-{2-hydroxy-3-[3-({methyl[(3-methyl-5-isoxazolyl)methyl]amino}methyl)phenoxy]propyl}-4-piperidinecarboxylate OC(CN1CCC(CC1)C(=O)OC)COC1=CC(=CC=C1)CN(CC1=CC(=NO1)C)C